Cl.C1(=CC=CC=C1)C1=CN=C(S1)NC(=O)[C@@H]1CNCC1 (S)-N-(5-phenylthiazol-2-yl)pyrrolidine-3-carboxamide hydrochloride